ethyl 5-(3-(cyclopropylmethoxy)-1-(hydroxymethyl) propoxy)-1H-pyrazole-3-carboxylate C1(CC1)COCCC(OC1=CC(=NN1)C(=O)OCC)CO